Isopropyl 2-[2-[2-[2-[2-[5-[[5-chloro-4-[2-(methanesulfonamido)-4-methoxy-anilino] pyrimidin-2-yl]amino]-2-methoxy-4-methyl-phenoxy]ethoxy]ethoxy]ethoxy]ethoxy]acetate ClC=1C(=NC(=NC1)NC=1C(=CC(=C(OCCOCCOCCOCCOCC(=O)OC(C)C)C1)OC)C)NC1=C(C=C(C=C1)OC)NS(=O)(=O)C